4-CHLORO-2-HYDROXYPHENYLBORONIC ACID ClC1=CC(=C(C=C1)B(O)O)O